2-(ethoxymethyl)-1-(2-methylpropyl)1H-imidazo[4,5-c]quinolin-4-amine C(C)OCC=1N(C2=C(C(=NC=3C=CC=CC23)N)N1)CC(C)C